ClC=1C=C2C=C(NC2=CC1C=1C=NC(=C(C1)F)F)CNC(C)=O N-{[5-chloro-6-(5,6-difluoro-3-pyridyl)-2-indolyl]methyl}acetamide